2,3-dimethyl-1,4-diaminobutane CC(CN)C(CN)C